1-Naphthyl-acetate C1(=CC=CC2=CC=CC=C12)CC(=O)[O-]